C(C)OC(C(CC)=O)=O ethyl-2-oxo-butyrate